N-(2-chloroethyl)-4-ethylbenzenesulfonamide ClCCNS(=O)(=O)C1=CC=C(C=C1)CC